(S)-2-(3-chloro-4,5-dimethyl-6-oxopyridazin-1(6H)-yl)-4-methylvalerate ClC1=NN(C(C(=C1C)C)=O)[C@H](C(=O)[O-])CC(C)C